C(C)(C)(C)OC(=O)N1C[C@@H](CC1)CN(C)CCO (S)-3-(((2-hydroxyethyl)(methyl)amino)methyl)pyrrolidine-1-carboxylic acid tert-butyl ester